4-(benzyloxy)-8-(5-methyl-1-((2-(trimethylsilyl)ethoxy)methyl)-1H-pyrazol-4-yl)-3,4-dihydro-1H,6H-pyrano[4,3-b]thieno[3,2-d]pyran-6-one C(C1=CC=CC=C1)OC1COCC2=C1OC(C1=C2C=C(S1)C=1C=NN(C1C)COCC[Si](C)(C)C)=O